Cl.BrC1=CC(=C(C=C1OC)CC(N)([2H])[2H])OC([2H])([2H])[2H] 2-(4-bromo-5-methoxy-2-(methoxy-d3)phenyl)ethan-1,1-d2-1-amine hydrochloride